FCCNC(CC)=S N-(2-fluoroethyl)-2-methylthioacetamide